4-METHYLUMBELLIFERONE CC1=CC(=O)OC2C=C(O)C=CC1=2